C1(CCC1)NS(=O)(=O)C=1C=NC2=CC(=CC(=C2C1NC=1C=C(C(=O)O)C=C(C1)OC1=CC(=CC(=C1)F)F)F)C1=C(C=C(C=C1)OC)OC 3-((3-(N-Cyclobutylaminosulfonyl)-7-(2,4-dimethoxyphenyl)-5-fluoroquinolin-4-yl)amino)-5-(3,5-difluorophenoxy)benzoic acid